C(OCC)(OC=1C(=NC=CC1OC)C(N[C@@H](C)C1=NOC(=N1)C1=CC=C(C=C1)CC)=O)=O (S)-ethyl (2-((1-(5-(4-ethylphenyl)-1,2,4-oxadiazol-3-yl)ethyl)carbamoyl)-4-methoxypyridin-3-yl) carbonate